amino-4-Imidazolepropionic acid NC=1NC=C(N1)CCC(=O)O